(1S,5S)-6-(4-(4,4-difluoropiperidin-1-yl)phenyl)-9,9-dimethyl-3,6-diazabicyclo[3.2.2]nonan-2-one FC1(CCN(CC1)C1=CC=C(C=C1)N1[C@@H]2CNC([C@H](C1)CC2(C)C)=O)F